FC=1C=C(C=NC1OC1=CC=CC=C1)NC1=NC=NC2=CC=C(C=C12)[C@@H]1CN(CCC1)C(=O)OC(C)(C)C tert-butyl (3R)-3-[4-[(5-fluoro-6-phenoxy-3-pyridyl)amino]quinazolin-6-yl]piperidine-1-carboxylate